CN(C(CN(CC[C@@H](C(=O)O)NC1=NC(=NC=C1)C(F)(F)F)CCCCC1=NC=2NCCCC2C=C1)=O)C (S)-4-((2-(dimethylamino)-2-oxoethyl)(4-(5,6,7,8-tetrahydro-1,8-naphthyridin-2-yl)butyl)amino)-2-((2-(trifluoromethyl)pyrimidin-4-yl)amino)butanoic acid